3-(3-methylpyridin-4-yl)propan-1-one tert-butyl-(1-acetyl-6-methylpiperidin-3-yl)carbamate C(C)(C)(C)N(C(O)=O)C1CN(C(CC1)C)C(C)=O.CC=1C=NC=CC1CCC=O